3-(6-fluoro-5-(4-hydroxypiperidin-4-yl)-1-oxoisoindolin-2-yl)piperidine-2,6-dione, benzenesulfonic acid salt C1(=CC=CC=C1)S(=O)(=O)O.FC1=C(C=C2CN(C(C2=C1)=O)C1C(NC(CC1)=O)=O)C1(CCNCC1)O